6-{[1-(2-Amino-1,3-thiazole-4-carbonyl)azetidin-3-yl]oxy}-3-(2-boronoethyl)-2-hydroxybenzoic acid NC=1SC=C(N1)C(=O)N1CC(C1)OC1=CC=C(C(=C1C(=O)O)O)CCB(O)O